Ethyl (E)-4-{[3-(3-chloro-10-methyl-11-oxo-10,11-dihydro-5H-dibenzo[b,e][1,4]diazepin-5-yl)propyl]amino}but-2-enoate maleate C(\C=C/C(=O)O)(=O)O.ClC=1C=CC2=C(N(C3=C(N(C2=O)C)C=CC=C3)CCCNC/C=C/C(=O)OCC)C1